N[C@@H](CSSC[C@H](N)C(=O)[O-])C(=O)[O-] 3,3'-dithiobisalaninate